N-ethyl-N-(oxetan-3-yl)piperidin-4-amine trifluoroacetate salt FC(C(=O)O)(F)F.C(C)N(C1CCNCC1)C1COC1